BrC1=CC(=C(C=C1)C(C(=O)N)Cl)I (4-bromo-2-iodophenyl)-2-chloroacetamide